4-amino-2-methylbenzene-1-sulfonic acid NC1=CC(=C(C=C1)S(=O)(=O)O)C